N1C(C=CC2=CN=CC=C12)=O 1,2-DIHYDRO-1,6-NAPHTHYRIDIN-2-ONE